FC1=C(C(=O)O)C=C(C=C1)OC=1C(=C2C=CNC2=CC1F)SC 2-fluoro-5-((6-fluoro-4-(methylsulfanyl)-1H-indol-5-yl)oxy)benzoic acid